Cl.N=C1SCCC1 2-iminothiolane-HCl salt